7-(1H-imidazol-1-yl)-3,4-dihydroquinolin-2(1H)-one N1(C=NC=C1)C1=CC=C2CCC(NC2=C1)=O